FC(C(C)(C)OC)(F)C=1C(=C(C=CC1)[C@@H](C)NC=1C2=C(N=C(N1)C)C=NC(=C2)P2(CCCC2)=O)F 1-[4-({(1R)-1-[3-(1,1-difluoro-2-methoxy-2-methylpropyl)-2-fluorophenyl]ethyl}amino)-2-methylpyrido[3,4-d]pyrimidin-6-yl]-1lambda5-phospholan-1-one